FC(S(=O)(=O)OC=1C=C2CCN(C(C2=CC1)C(=O)OCC)C(=O)OC(C)(C)C)(F)F 2-(tert-Butyl) 1-ethyl 6-(((trifluoromethyl)sulfonyl)oxy)-3,4-dihydroisoquinoline-1,2(1H)-dicarboxylate